4-(4-(4-Butyryl-3-hydroxy-2-methylphenoxy)butoxy)-3-methylbenzoic acid C(CCC)(=O)C1=C(C(=C(OCCCCOC2=C(C=C(C(=O)O)C=C2)C)C=C1)C)O